N1C=CC2=CC(=CC=C12)CN1CCC(CC1)CCNC(=O)N1[C@@H](CN(CC1)C1=CC(=C(C(=C1)F)F)F)C (2R)-N-(2-[1-(1H-indol-5-ylmethyl)piperidin-4-yl]ethyl)-2-methyl-4-(3,4,5-trifluorophenyl)piperazine-1-carboxamide